tert-butyl (3,3-diethyl-1-(6-(((1S,2S)-2-(hydroxymethyl)cyclopropyl)methoxy)-5-(3-methoxyazetidin-1-yl)pyridin-2-yl)-1,4-dioxo-8,11-dioxa-2,5-diazatridecan-13-yl)carbamate C(C)C(NC(=O)C1=NC(=C(C=C1)N1CC(C1)OC)OC[C@@H]1[C@H](C1)CO)(C(NCCOCCOCCNC(OC(C)(C)C)=O)=O)CC